CC(C)S(=O)(=O)C=1C=C2C(=C(C(=NC2=CC1OC)C1=CC(=CC=C1)C(F)(F)F)CN1CCC(CC1)N1CCOCC1)C(=O)NC1(CC1)C1=CC=CC=C1 6-[(1-methylethyl)sulfonyl]-7-(methoxy)-3-{[4-(4-morpholinyl)-1-piperidinyl]methyl}-N-(1-phenylcyclopropyl)-2-[3-(trifluoromethyl)phenyl]-4-quinolinecarboxamide